4-methyl-1,3-dioxacyclopentane CC1OCOC1